COC(=O)C=1C(=NC(=NC1)N)O[C@H](C)CC.NC1=NC=C(C(=N1)O[C@H](C)CC)C(=O)OC methyl (R)-2-amino-4-(sec-butoxy)pyrimidine-5-carboxylate Methyl-(R)-2-amino-4-(sec-butoxy)pyrimidine-5-carboxylate